9-β-D-arabinofuranosylhypoxanthine [C@@H]1([C@@H](O)[C@H](O)[C@H](O1)CO)N1C=2N=CNC(C2N=C1)=O